ClC=1C(=NC(=C(C1)C(F)(F)F)C1=C(C=CC=C1)C)NCC1=CC=C(C=C1)OC 3-Chloro-N-[(4-methoxyphenyl)methyl]-6-(o-tolyl)-5-(trifluoromethyl)pyridin-2-amine